2'-[5-(2-hydroxy-prop-2-yl)-6-oxopyrimidin-1-yl]-5',6-dimethyl-[1,4'-bipyridine]-2-one OC(C)(C)C1=CN=CN(C1=O)C1=NC=C(C(=C1)N1C(C=CC=C1C)=O)C